OC1[C@H](N)[C@@H](O)[C@H](O)[C@H](O1)CO (D)-glucosamine